(2-(1-ethyl-2-methylpiperidin-3-yl)thieno[2,3-b]pyridin-4-yl)-6-fluorobenzo[d]thiazol-5-amine C(C)N1C(C(CCC1)C1=CC=2C(=NC=CC2C=2SC3=C(N2)C=C(C(=C3)F)N)S1)C